C(C)(C)(C)NC(C(C1CCCCC1)N(C(=O)C=1N=C(SC1)C#C)C1=CC=C(C=C1)C1=CN=CO1)=O N-(2-(tert-butylamino)-1-cyclohexyl-2-oxoethyl)-2-ethynyl-N-(4-(oxazol-5-yl)phenyl)thiazole-4-carboxamide